N1=CN=C2NC=NC2=C1C=1C(=NC=CC1)NC=1C=CC(=C(C1)NC(C1=CC(=C(C=C1)Cl)OC(F)(F)F)=O)F N-(5-(3-(9H-purin-6-yl)pyridin-2-ylamino)-2-fluorophenyl)-4-chloro-3-(trifluoromethoxy)benzamide